O1CCC2=C1C(=CC=C2)N2CCN(CC2)C(=O)C2=C(C=C(C=C2)F)C(F)(F)F [4-(2,3-Dihydrobenzofuran-7-yl)piperazin-1-yl]-[4-fluoro-2-(trifluoromethyl)phenyl]methanone